CN1C2=C(SC(C1=O)CC(=O)NCC=1SC=CC1)N=CC=C2 2-(1-methyl-2-oxo-2,3-dihydro-1H-pyrido[2,3-b][1,4]thiazin-3-yl)-N-(thiophen-2-ylmethyl)acetamide